N-(6-(2-oxaspiro[3.5]non-6-en-7-yl)thiazolo[4,5-b]pyridin-2-yl)-2'-chloro-5'-methoxy-6-methyl-[4,4'-bipyridine]-3-carboxamide C1OCC12CC=C(CC2)C=2C=C1C(=NC2)N=C(S1)NC(=O)C=1C=NC(=CC1C1=CC(=NC=C1OC)Cl)C